FC(C(=O)N[C@@H]1CN(CCC1)C(=O)OC(C)(C)C)(F)F tert-butyl (3S)-3-(2,2,2-trifluoroacetamido)piperidine-1-carboxylate